C(C=C)OC(COC(=O)C1(CC1)OC1=C(C=C(C(=C1)N1C(N(C(=CC1=O)C(C)(F)F)C)=O)F)Cl)=O 2-(Allyloxy)-2-oxoethyl-1-{2-chloro-5-[4-(1,1-difluoroethyl)-3-methyl-2,6-dioxo-3,6-dihydropyrimidin-1(2H)-yl]-4-fluorophenoxy}cyclopropancarboxylat